C(C1=CC=CC=C1)OC=1C=C(C=CC1)C1CCC(CC1)OCC1NCCCC1NS(=O)(=O)C N-(2-((((1s,4s)-4-(3-(benzyloxy)phenyl)cyclohexyl)oxy)methyl)piperidin-3-yl)methanesulfonamide